CC1=CC=C2C(=N1)N=C(O2)N2CCN(CC2)C(=O)C2=CC=C(C=C2)C2=NOC(=N2)CC(C)(C)C (4-(5-methyloxazolo[4,5-b]pyridin-2-yl)piperazin-1-yl)(4-(5-neopentyl-1,2,4-oxadiazol-3-yl)phenyl)methanone